[Ir+3].CC=1N(C(=NN1)C1=CC=CC=C1)C1=CC=CC=C1.CC=1N(C(=NN1)C1=CC=CC=C1)C1=CC=CC=C1.CC=1N(C(=NN1)C1=CC=CC=C1)C1=CC=CC=C1 tris(5-methyl-3,4-diphenyl-4H-1,2,4-triazole) iridium (III)